1-(4-bromophenoxy)-3-((2-methylallyl)oxy)propan-2-ol BrC1=CC=C(OCC(COCC(=C)C)O)C=C1